ClC1=C(C=CC=C1)[C@@H]1[C@@H](OC(O1)(C)C)CO ((4S,5R)-5-(2-chlorophenyl)-2,2-dimethyl-1,3-dioxolan-4-yl)methanol